1,3,4-oxadiazol-2(3H)-one hydrochloride Cl.O1C(NN=C1)=O